N-methoxy-N-methyl-2-[[5-[5-(trifluoromethyl)-1,2,4-oxadiazol-3-yl]-2-thienyl]methyl]pyrazole-3-carboxamide CON(C(=O)C=1N(N=CC1)CC=1SC(=CC1)C1=NOC(=N1)C(F)(F)F)C